FC1=C2C=C(N=CC2=C(C=C1)N1[C@@H]([C@H](C1)CS(=O)(=O)C)C)NC1=NC(=NC=C1)N1C[C@@H]([C@@H](CC1)OC)F 5-fluoro-N-{2-[(3S,4R)-3-fluoro-4-methoxypiperidin-1-yl]pyrimidin-4-yl}-8-[(2R,3S)-3-(methanesulfonylmeth-yl)-2-methylazetidin-1-yl]isoquinolin-3-amine